methyl 4-amino-3-[2-[tert-butyl(dimethyl)silyl]oxyethoxy]-5-[[(2S)-oxetan-2-yl]methylamino]benzoate NC1=C(C=C(C(=O)OC)C=C1NC[C@H]1OCC1)OCCO[Si](C)(C)C(C)(C)C